methyl 6-isopropoxy-2-((1R,4R)-1-methyl-2-oxabicyclo[2.2.1]heptan-4-yl)-2H-indazole-5-carboxylate C(C)(C)OC=1C(=CC2=CN(N=C2C1)[C@]12CO[C@](CC1)(C2)C)C(=O)OC